1-(3-(3,6-difluoro-9H-carbazol-9-yl)-2-hydroxy-2-methylpropyl)-3-fluoropyrrolidin-2-one FC=1C=CC=2N(C3=CC=C(C=C3C2C1)F)CC(CN1C(C(CC1)F)=O)(C)O